5-[(2Z,8Z,11Z)-Pentadeca-2,8,11-trienyl]benzene-1,3-diol C(\C=C/CCCC\C=C/C\C=C/CCC)C=1C=C(C=C(C1)O)O